C(C)(C)N1CCC(CC1)N1CCC(CC1)C=1C=C(C2=C(N(C(=N2)C=2C=C(C=3N(C2)N=CN3)OC)C)C1)C 6-(6-(1'-isopropyl-[1,4'-bipiperidin]-4-yl)-1,4-dimethyl-1H-benzo[d]imidazol-2-yl)-8-methoxy-[1,2,4]triazolo[1,5-a]pyridine